[O-]CC.[O-]CC.[Mg+2] Magnesium diethoxide